6-bromo-4-((3-fluoropyridin-2-yl)(tetrahydro-2H-pyran-4-yl)methyl)-4H-thieno[2',3':4,5]pyrrolo[3,2-b]pyridine BrC=1C=C2C(=NC1)C1=C(N2C(C2CCOCC2)C2=NC=CC=C2F)C=CS1